N-[4-(p-toluenesulfonyloxy)phenyl]-N'-[4-(propanesulfonyloxy)phenyl]urea CC1=CC=C(C=C1)S(=O)(=O)OC1=CC=C(C=C1)NC(=O)NC1=CC=C(C=C1)OS(=O)(=O)CCC